BrC=1C=C2C(C(NC2=CC1)=O)=NN=C1SCC(N1C1=CC=C(C=C1)OC)=O 5-bromo-3-(2-(3-(4-methoxyphenyl)-4-oxothiazolidine-2-ylidene)hydrazono)indol-2-one